C1OCCC12CN(CC2)CCCOC=2C(=C(C=CC2)C2=C(C(=CC=C2)C=2SC=1CN(CCC1N2)CCO)C)C 2-(2-(3'-(3-(2-oxa-7-azaspiro[4.4]non-7-yl)propoxy)-2,2'-dimethyl-[1,1'-biphenyl]-3-yl)-6,7-dihydrothiazolo[5,4-c]pyridin-5(4H)-yl)ethanol